C1(CC1)C1=NC=NC(=C1C1=CC(=C(N=N1)OC(F)F)N(C)CC1=CC=C(C=C1)C=1N(C=C(N1)C(F)(F)F)C(C)C)OC 6-(4-cyclopropyl-6-methoxypyrimidin-5-yl)-3-(difluoromethoxy)-N-(4-(1-isopropyl-4-(trifluoromethyl)-1H-imidazol-2-yl)benzyl)-N-methylpyridazin-4-amine